acryloyloxyeicosyltrichlorosilane C(C=C)(=O)OCCCCCCCCCCCCCCCCCCCC[Si](Cl)(Cl)Cl